3-Propanesulfonyl-tetrahydrothiophene-1,1-dioxide C(CC)S(=O)(=O)C1CS(CC1)(=O)=O